Cl.N[C@@H]1CC[C@H](CC1)OC=1C=C(C=NC1)C=1C=C2CCC(N(C2=CC1)C)=O 6-[5-((trans)-4-amino-cyclohexyloxy)-pyridin-3-yl]-1-methyl-3,4-dihydro-1H-quinolin-2-one hydrochloride